O=C1CCC(CN1)NC(=O)C1=CC(=CC=2N(C=NC21)CC(F)(F)F)C#CCNC=2C(OC)=CC=C(C2)S(=O)(=O)C N-(6-oxo-3-piperidyl)-6-[3-(4-mesyl-2-anisidino)-1-propynyl]-1-(2,2,2-trifluoroethyl)-1H-1,3-benzimidazole-4-carboxamide